FC1=CC(=C(OC2=C(C(=O)NC3=CC(=NC=C3)OC)C=C(C(=C2)C(F)(F)F)OC2CCN(CC2)C)C=C1)C 2-(4-fluoro-2-methylphenoxy)-N-(2-methoxypyridin-4-yl)-5-((1-methylpiperidin-4-yl)oxy)-4-(trifluoromethyl)benzamide